5-(7-Chloroimidazo[1,2-a]pyridin-2-yl)-4-(6-chloropyridin-3-yl)-2,4-dihydro-3H-1,2,4-triazole-3-thione ClC1=CC=2N(C=C1)C=C(N2)C=2N(C(NN2)=S)C=2C=NC(=CC2)Cl